COC(C1=C(C=C(C=C1C)C1CNC1)Cl)=O 4-(azetidin-3-yl)-2-chloro-6-methylbenzoic acid methyl ester